CC1=CC=2N(N=C1N1CC=3C=C(C=NC3CC1)C(F)(F)F)C(C(=CN2)N2CCOCC2)=O 8-methyl-3-morpholino-7-(3-(trifluoromethyl)-7,8-dihydro-1,6-naphthyridin-6(5H)-yl)-4H-pyrimido[1,2-b]pyridazin-4-one